3-(benzyloxy)-2-chloro-5-((2,3-dichlorophenyl)thio)pyrazine C(C1=CC=CC=C1)OC=1C(=NC=C(N1)SC1=C(C(=CC=C1)Cl)Cl)Cl